1,3-dibromo-1,3-dipropyl-1,3-disilacyclohexane Br[Si]1(C[Si](CCC1)(CCC)Br)CCC